[N+](=O)([O-])C1=CC=C(C=C1)C(/C=C/C1=CC=C(OCC(=O)O)C=C1)=O 2-[4-[(E)-3-(4-Nitrophenyl)-3-oxoprop-1-enyl]phenoxy]acetic acid